CC1=CC=C(C=C1)COC1OCCC1 2-{[(4-methylphenyl)methyl]oxy}tetrahydrofuran